C(#N)[C@H]1C[C@H](C1)NC(=O)C1=CC=NC=2N1N=C(C2C(=O)N)C N7-(cis-3-cyanocyclobutyl)-2-methyl-pyrazolo[1,5-a]pyrimidine-3,7-dicarboxamide